O[C@@H](C(=O)N1[C@@H]2C[C@@]2(C[C@H]1C(=O)N[C@@H](C[C@H]1C(NCC1)=O)C(COC(F)(F)F)=O)C)CC(C)C (1R,3S,5R)-2-((R)-2-hydroxy-4-methylpentanoyl)-5-methyl-N-((S)-3-oxo-1-((S)-2-oxopyrrolidin-3-yl)-4-(trifluoromethoxy)butan-2-yl)-2-azabicyclo[3.1.0]hexane-3-carboxamide